(3Z)-1-acetyl-3-((5-phenyl-1H-imidazol-4-yl)methylene)piperazine-2,5-dione C(C)(=O)N1C(/C(/NC(C1)=O)=C/C=1N=CNC1C1=CC=CC=C1)=O